ClC1=C(C=CC=C1Cl)C1=C(OC=C1C)C(=O)O (2,3-dichlorophenyl)4-methylfuran-2-carboxylic acid